C1(=CC=CC=C1)P(C1=C(C=CC(=C1)F)C1=C(C=CC=C1)C/C(/C(=O)OCC)=C\C1=CC=CC=C1)C1=CC=CC=C1 ethyl (E)-2-((2'-(diphenylphosphino)-4'-fluoro-[1,1'-biphenyl]-2-yl) methyl)-3-phenylacrylate